ClC1=NC=NC2=CC(=C(C=C12)OC1CC2CCCC(C1)N2C(=O)OC(C)(C)C)OC tert-butyl 3-((4-chloro-7-methoxyquinazolin-6-yl)oxy)-9-azabicyclo[3.3.1]nonane-9-carboxylate